C1(CC1)N1C[C@@H](N(CC1)C(=O)NCCCCC1=CC=CC=C1)C(C)C (2S)-4-cyclopropyl-2-isopropyl-N-(4-phenylbutyl)piperazine-1-carboxamide